ClC1=C(C=CC(=C1F)F)C1N=C(NC(=C1C(=O)OC)[C@@H]1CC[C@H](CC1)C=1OC(=C(N1)CC(=O)OCC)C)C=1SC=CN1 (trans)-Methyl 4-(2-chloro-3,4-difluorophenyl)-6-(4-(4-(2-ethoxy-2-oxoethyl)-5-methyloxazol-2-yl)cyclohexyl)-2-(thiazol-2-yl)-1,4-dihydropyrimidine-5-carboxylate